FC=1C(=C(C=CC1)C1=NC=C2N(C(N(C2=N1)CC1=CC=C(C=C1)C=1N(C=C(N1)C(F)(F)F)C)=O)C)C(C)C 2-(3-fluoro-2-isopropylphenyl)-7-methyl-9-(4-(1-methyl-4-(trifluoromethyl)-1H-imidazol-2-yl)benzyl)-7,9-dihydro-8H-purin-8-one